(R)-2-fluoro-6-((6-fluoro-2-methylpyridin-3-yl)oxy)-N-(3-(S-methylamino-sulfinyl)phenyl)-3-(trifluoromethyl)benzamide FC1=C(C(=O)NC2=CC(=CC=C2)[S@@](=O)NC)C(=CC=C1C(F)(F)F)OC=1C(=NC(=CC1)F)C